(benzylidene)bis(3-bromopyridine) ruthenium (II) [Ru+2].C(C1=CC=CC=C1)(C1=NC=CC=C1Br)C1=NC=CC=C1Br